FC1=C(C=C2CN(C(C2=C1)=O)C1C(NC(CC1)=O)=O)CN(C)C1CCN(CC1)C1=CC=C(C=C1)[C@H]1[C@H](COC2=CC(=CC=C12)O)C1=CC=CC=C1 3-(6-fluoro-5-(((1-(4-((3S,4R)-7-hydroxy-3-phenylchroman-4-yl)phenyl)piperidine-4-yl)(methyl)amino)methyl)-1-oxoisoindolin-2-yl)piperidine-2,6-dione